OC(=O)C(F)(F)F.C([2H])([2H])([2H])N(C1CN(CC1)C1=NN(C2=C1C=NC(=C2)NC(C)=O)C2=NC(=NC(=C2)CC)C(C)(F)F)C([2H])([2H])[2H] N-(3-(3-(bis(methyl-d3)amino)pyrrolidin-1-yl)-1-(2-(1,1-difluoroethyl)-6-ethylpyrimidin-4-yl)-1H-pyrazolo[4,3-c]pyridin-6-yl)acetamide TFA salt